(1S,4r)-4-((S)-2-(3-Chloro-4-methoxybenzyl)-6-(methoxycarbonyl)-7-methyl-6,7,8,9-tetrahydro-3H-imidazo[4,5-f]chinolin-3-yl)cyclohexan ClC=1C=C(CC=2N(C=3C(=C4CC[C@@H](N(C4=CC3)C(=O)OC)C)N2)C2CCCCC2)C=CC1OC